8-fluoro-7-(2-fluoro-3-(1-(1-(4-fluorophenyl)propyl)-1H-pyrazol-4-yl)phenyl)-[1,2,4]triazolo[1,5-a]pyridin-2-amine FC=1C=2N(C=CC1C1=C(C(=CC=C1)C=1C=NN(C1)C(CC)C1=CC=C(C=C1)F)F)N=C(N2)N